CC1=C(SC2=C1C=CC=C2)C(C)=O 1-(3-methyl-1-benzothien-2-yl)ethan-1-one